[Ni].[Pr] praseodymium nickel